2-(4-methylphenyl)-7,8-dihydrofuro[2,3-D]pyrrolo[1,2-a]pyrimidine-4(6H)-thione CC1=CC=C(C=C1)C1=CC2=C(N=C3N(C2=S)CCC3)O1